iso-octyl salicylate C(C=1C(O)=CC=CC1)(=O)OCCCCCC(C)C